COC1=CC=C(CN([C@@H]2C[C@H](CC2)NC(OC(C)(C)C)=O)C#N)C=C1 tert-butyl ((1S,3S)-3-(N-(4-methoxybenzyl)cyanoamino)cyclopentyl)carbamate